N1CCC2=CC(=CC=C12)C(C)=O 1-(2,3-dihydro-1H-indol-5-yl)-ethanone